2-(2-(2-hydroxyethoxy)ethoxy)acetic acid tert-butyl ester C(C)(C)(C)OC(COCCOCCO)=O